1-(benzo[d][1,2,3]thiadiazol-6-yl)-3-(4-fluorophenyl)urea S1N=NC2=C1C=C(C=C2)NC(=O)NC2=CC=C(C=C2)F